Citric acid nickel salt [Ni+2].C(CC(O)(C(=O)[O-])CC(=O)[O-])(=O)[O-].C(CC(O)(C(=O)[O-])CC(=O)[O-])(=O)[O-].[Ni+2].[Ni+2]